2-amino-1-(4-fluoro-3-(trifluoromethoxy)phenyl)ethan-1-one HCl salt Cl.NCC(=O)C1=CC(=C(C=C1)F)OC(F)(F)F